C(=O)(O)[C@H](CCCCNC(CCC1=NC2=CC=CC=C2C=C1)=O)NC(N[C@@H](CCC(=O)O)C(=O)O)=O (2S)-1-{[(5S)-5-carboxy-5-({[(1S)-1,3-dicarboxypropyl]carbamoyl}amino)pentyl]amino}-1-oxo-3-(quinolin-2-yl)propan